NC=1C(=NC(=C(N1)C=1OC=CN1)C=1C=CC=2N(C1)C=CN2)C(=O)NCC=2N=C(SC2)C 3-amino-6-(imidazo[1,2-a]pyridin-6-yl)-N-((2-methylthiazol-4-yl)methyl)-5-(oxazol-2-yl)pyrazine-2-carboxamide